I.FC(CC1=C2C=CNC2=C(C(=C1OC=1C=CC(=C(C1)C(=N)SC)F)F)F)F Methyl 5-[[4-(2,2-difluoroethyl)-6,7-difluoro-1H-indol-5-yl]oxy]-2-fluoro-benzenecarboximidothioate hydroiodide